ClC=1C=C(C=CC1F)C(=O)C=1NC=C(N1)SC (3-chloro-4-fluorophenyl)(4-(methylthio)-1H-imidazol-2-yl)methanone